(1R,2R)-N-[6-[4-((3R,4R)-4-fluoro-3-methyl-tetrahydrofuran-3-yl)piperazin-1-yl]-7-methyl-3-isoquinolinyl]-2-(2-pyridinyl)cyclopropanecarboxamide F[C@@H]1[C@](COC1)(C)N1CCN(CC1)C=1C=C2C=C(N=CC2=CC1C)NC(=O)[C@H]1[C@@H](C1)C1=NC=CC=C1